5-(2-(3-aminopropoxy)-4-fluorobenzyl)-N-(2,6-dichloropyrimidin-4-yl)-1H-Indazol-3-amine trifluoroacetate FC(C(=O)O)(F)F.NCCCOC1=C(CC=2C=C3C(=NNC3=CC2)NC2=NC(=NC(=C2)Cl)Cl)C=CC(=C1)F